vinyl neodecanoate C(CCCCCC(C)(C)C)(=O)OC=C